[C@@H]12OC[C@@H](N(C1)C1=NC=CC(=C1)OC1=CC(=C(C=C1)NC1=NC=NC3=CC(=C(C=C13)NC1CCN(CC1)C(C=C)=O)OC)F)C2 1-(4-((4-((4-((2-((1S,4S)-2-oxa-5-azabicyclo[2.2.1]heptan-5-yl)pyridin-4-yl)oxy)-2-fluorophenyl)amino)-7-methoxyquinazolin-6-yl)amino)piperidin-1-yl)prop-2-en-1-one